COC(=O)[C@H]1N(C[C@@H](C1)O)C([C@H](C(C)(C)C)NC(=O)OC(C)(C)C)=O (2S,4R)-methyl-1-((S)-2-((tert-butoxycarbonyl) amino)-3,3-dimethylbutanoyl)-4-hydroxypyrrolidine-2-carboxylate